[Cl-].[Cl-].C[Si](C)(C)CC1(C=CC=C1)[Hf+2]C1(C=CC=C1)C[Si](C)(C)C bis-(trimethylsilylmethyl-cyclopentadienyl)hafnium dichloride